FC(C=1C=C(C=CC1F)C=1C=C2C(=NC1)C=NN2CC=2C(=NOC2C)C)F 4-[[6-[3-(Difluoromethyl)-4-fluoro-phenyl]pyrazolo[4,3-b]pyridin-1-yl]methyl]-3,5-dimethyl-isoxazole